ClC1=CC=C2C[C@H](C(N(C2=C1CC1=C(C=CC=C1)Cl)C)=O)NC(=O)N ((3R)-7-chloro-8-((2-chlorophenyl)methyl)-1-methyl-2-oxo-1,2,3,4-tetrahydroquinolin-3-yl)urea